Cl.FC=1C=C(C=CC1)CNC1(CCOCC1)C(=O)N[C@@H](C)C1=CC=C(C(=O)O)C=C1 4-[(1S)-1-[[4-[(3-Fluorophenyl)methylamino]tetrahydropyran-4-carbonyl]amino]ethyl]benzoic acid, hydrochloride